sodium (S)-3-(3-(2-methoxyphenoxy)phenyl)-3-(3-(1-methyl-4-oxido-2-oxo-1,2-dihydropyridin-3-yl)ureido)propanoate COC1=C(OC=2C=C(C=CC2)[C@H](CC(=O)[O-])NC(=O)NC=2C(N(C=CC2[O-])C)=O)C=CC=C1.[Na+].[Na+]